ClC=1C=C2C(=CC1)NC([C@@]21CN[C@@H](C1)C#N)=O (3R,5'S)-5-chloro-5'-cyano-1,2-dihydro-2-oxospiro[3H-indole-3,3'-pyrrolidin]